2-phenyl-acetyl chloride C1(=CC=CC=C1)CC(=O)Cl